C(=O)=NC=C 1-(carbonylamino)ethylene